3-((2S)-2-hydroxy-3-(8-(4-methoxy-3-methylphenylsulfonyl)-1-oxa-8-azaspiro[4.5]dec-3-ylamino)propoxy)-N,N-dimethylbenzenesulfonamide O[C@H](COC=1C=C(C=CC1)S(=O)(=O)N(C)C)CNC1COC2(C1)CCN(CC2)S(=O)(=O)C2=CC(=C(C=C2)OC)C